Cl.N[C@@H]1CN(CCC1)C1=CC(=NC=C1C1=CC(=C(C=C1)F)F)NC1=NC(=NC=C1)C1=C(C=CC=C1OC)F (S)-N-(4-(3-aminopiperidin-1-yl)-5-(3,4-difluorophenyl)pyridin-2-yl)-2-(2-fluoro-6-methoxyphenyl)pyrimidin-4-amine hydrochloride